N-(2-pyridylmethyl)-N'-(1,2,3,4-tetrahydro-8-quinolinyl)-1,4-xylylenediamine N1=C(C=CC=C1)CNCC1=CC=C(C=C1)CNC=1C=CC=C2CCCNC12